ClN1NC=CC(=N1)C1=CC=C(C=C1)N1CCOCC1 2-chloro-4-[4'-morpholinylphenyl]triazine